ClC=1C=NN(C1)C(C(=O)O)C 2-(4-chloro-1H-pyrazol-1-yl)propanoic acid